FC(OC=1C=C(C=CC1)N1C(C(C2=CC(=CC=C12)C(=O)NC1(CS(C1)(=O)=O)C)(C(F)(F)F)O)=O)F 1-(3-(difluoromethoxy)phenyl)-3-hydroxy-N-(3-methyl-1,1-dioxidothietan-3-yl)-2-oxo-3-(trifluoromethyl)indoline-5-carboxamide